methyl 3-amino-6-bromo-2-methyl-benzoate NC=1C(=C(C(=O)OC)C(=CC1)Br)C